4-isopropyl-1-methyl-2-[(2-methylbenzyl)oxy]-7-oxabicyclo[2.2.1]heptan C(C)(C)C12CC(C(CC1)(O2)C)OCC2=C(C=CC=C2)C